3-[(2-methyl-1,3-thiazol-4-yl)ethynyl]pyridine CC=1SC=C(N1)C#CC=1C=NC=CC1